OC\C=C/CN1N=C(N=C1)C(=O)N (Z)-1-(4-Hydroxybut-2-en-1-yl)-1H-1,2,4-triazole-3-carboxamide